CC1=NC(=NO1)C1=CC=C2C=CN=C(C2=C1)NCCN1CC2=C(C1)C=C(S2)C(=O)OCC ethyl 5-(2-{[7-(5-methyl-1,2,4-oxadiazol-3-yl)isoquinolin-1-yl]amino}ethyl)-4H,5H,6H-thieno[2,3-c]pyrrole-2-carboxylate